3-(4-pyrimidin-2-ylPyridazin-1-ium-1-yl)propanenitrile hydrogen sulfate S(=O)(=O)(O)[O-].N1=C(N=CC=C1)C1=CN=[N+](C=C1)CCC#N